tert-butyl (2S,4S)-2-(2-((tert-butyldimethylsilyl)oxy)ethyl)-4-((2,6-dichloro-7-(8-cyanonaphthalen-1-yl)-8-fluoro-3-(hydroxymethyl)quinolin-4-yl)amino)piperidine-1-carboxylate [Si](C)(C)(C(C)(C)C)OCC[C@H]1N(CC[C@@H](C1)NC1=C(C(=NC2=C(C(=C(C=C12)Cl)C1=CC=CC2=CC=CC(=C12)C#N)F)Cl)CO)C(=O)OC(C)(C)C